2-amino-2-(o-tolyl)ethanol NC(CO)C1=C(C=CC=C1)C